2-amino-1-(3-hydroxy-2,6-dimethylphenyl)-5-methyl-1H-pyrrolo[3,2-h][1,6]naphthyridine-3-carboxamide NC1=C(C=2N=C(C=3C=CC=NC3C2N1C1=C(C(=CC=C1C)O)C)C)C(=O)N